6-(4-phenylbutylamino)uracil C1(=CC=CC=C1)CCCCNC1=CC(NC(N1)=O)=O